2'-((3-(((3R,4S)-4-fluorotetrahydrofuran-3-yl)oxy)-1H-pyrazol-4-yl)amino)-7'-((1R,3R)-3-hydroxycyclohexyl)spiro[cyclopropane-1,5'-pyrrolo[2,3-d]pyrimidin]-6'(7'H)-one F[C@@H]1[C@@H](COC1)OC1=NNC=C1NC=1N=CC2=C(N1)N(C(C21CC1)=O)[C@H]1C[C@@H](CCC1)O